OC[C@@H]1[C@@H](CNC1)O (3s,4r)-4-(hydroxymethyl)pyrrolidin-3-ol